Glycerin Dioctanate C(CCCCCCC)(=O)O.C(CCCCCCC)(=O)O.OCC(O)CO